methyl 2-{[(tert-butoxycarbonyl)amino]methyl}benzoate C(C)(C)(C)OC(=O)NCC1=C(C(=O)OC)C=CC=C1